ethyl 3-(7-methylnaphthalene-1-yl)propanoate CC1=CC=C2C=CC=C(C2=C1)CCC(=O)OCC